(2r,4r)-4-(2-methoxy-2-oxoethyl)-2-methyl-pyrrolidine-1-carboxylic acid tert-butyl ester C(C)(C)(C)OC(=O)N1[C@@H](C[C@@H](C1)CC(=O)OC)C